FC=1C(=C(C=CC1)C=1C=C2C(=NN1)NC[C@]1(N2C[C@@H](C1)OC=1C=C(C(=NC1C)C=O)C)C)O 5-(((6aS,8R)-2-(3-fluoro-2-hydroxyphenyl)-6a-methyl-5,6,6a,7,8,9-hexahydro-pyrrolo[1',2':4,5]pyrazino[2,3-c]pyridazin-8-yl)oxy)-3,6-dimethylpicolinaldehyde